BrC=1C=2N(C(NC1)=O)C=C(N2)C(=O)O 8-bromo-5-oxo-5,6-dihydroimidazo[1,2-c]pyrimidine-2-carboxylic acid